C(C)OP(=O)(OCC)C(C(=O)OC(C)(C)C)CC1=NC(=NO1)CCCCCCCCCCC tert-butyl 2-(diethoxyphosphoryl)-3-(3-undecyl-1,2,4-oxadiazol-5-yl)propanoate